tert-butyl 4-(2-((1-(3-(2,4-dioxotetrahydropyrimidin-1(2H)-yl)-4-(trifluoromethyl)benzoyl)piperidin-4-yl)methoxy)ethyl)piperidine-1-carboxylate O=C1N(CCC(N1)=O)C=1C=C(C(=O)N2CCC(CC2)COCCC2CCN(CC2)C(=O)OC(C)(C)C)C=CC1C(F)(F)F